2-ethyl-N,N-dimethyl-1H-imidazole-1-sulfonamide C(C)C=1N(C=CN1)S(=O)(=O)N(C)C